C(C1=CC=CC=C1)C(NC(OCC1C2=CC=CC=C2C=2C=CC=CC12)=O)C(NCC(NCOCC(=O)O)=O)=O 5-benzyl-1-(9H-fluoren-9-yl)-3,6,9-trioxo-2,12-dioxa-4,7,10-triazatetradecan-14-oic acid